ClC=1C=C(CNC(=O)C2CCN(CC2)C(=O)C2=NNC(=C2)C2=CC(=NC=C2F)OC)C=CC1 N-(3-chlorobenzyl)-1-(5-(5-fluoro-2-methoxypyridin-4-yl)-1H-pyrazole-3-carbonyl)piperidine-4-carboxamide